COC=1C=CC=2C(C3=CC=C(C=C3SC2C1)OC)=O 3,6-dimethoxy-9H-thioxanthen-9-one